4-(3-isothiocyanato-5-(trifluoromethyl)phenoxy)-1-methylpiperidine N(=C=S)C=1C=C(OC2CCN(CC2)C)C=C(C1)C(F)(F)F